1-pentyl-1,2,3,4-tetrahydroisoquinoline-6,7-diol C(CCCC)C1NCCC2=CC(=C(C=C12)O)O